(R)-N5-((1R,5S,6r)-3-oxabicyclo[3.1.0]hexan-6-yl)-3-(1H-indol-4-yl)-N7-methyl-2,3-dihydrobenzofuran-5,7-dicarboxamide [C@H]12COC[C@@H]2C1NC(=O)C=1C=C(C2=C([C@H](CO2)C2=C3C=CNC3=CC=C2)C1)C(=O)NC